5-((5-(3-Methyloxetan-3-yl)pyridin-2-yl)methoxy)-1,3,4-thiadiazol-2-amine CC1(COC1)C=1C=CC(=NC1)COC1=NN=C(S1)N